C[Ga-]C1C=CC=C1 methylcyclopentadienyl-gallium (I)